Boc-2-(trifluoromethyl)-L-phenylalanine C(=O)(OC(C)(C)C)N[C@@H](CC1=C(C=CC=C1)C(F)(F)F)C(=O)O